tert-butyl(2-(3-((1-(3-bromonaphthalen-1-yl)cyclopropyl)carbamoyl)-4-methyl phenoxy)ethyl)(methyl)carbamate C(C)(C)(C)OC(N(C)CCOC1=CC(=C(C=C1)C)C(NC1(CC1)C1=CC(=CC2=CC=CC=C12)Br)=O)=O